1-[4-(5-{[(5-chlorothiophen-2-yl)methyl]amino}-1H-pyrazol-3-yl)piperidin-1-yl]-2-(morpholin-4-yl)ethan-1-one ClC1=CC=C(S1)CNC1=CC(=NN1)C1CCN(CC1)C(CN1CCOCC1)=O